BrC1=CC=C2C(=NN(C2=C1)C)N1C(NC(CC1)=O)=O 1-(6-bromo-1-methyl-indazol-3-yl)hexahydropyrimidine-2,4-dione